C(C)(=O)N1C(CN(CC1)C1=C(C=C(C=C1)C1=NC2=C(C=C(C=C2C(N1C)=O)C)[C@@H](C)NC=1C(=NC(=CC1)Cl)C(=O)NS(=O)(=O)C)F)(C)C (R)-3-((1-(2-(4-(4-acetyl-3,3-dimethylpiperazin-1-yl)-3-fluorophenyl)-3,6-dimethyl-4-oxo-3,4-dihydroquinazolin-8-yl)ethyl)amino)-6-chloro-N-(methylsulfonyl)picolinamide